ClC=1C=C(C=CC1)[C@@H]1N(C[C@H](N(C1)C(C(C)(C)C)=O)C)C(=O)OC(C)(C)C tert-butyl (2S,5R)-2-(3-chlorophenyl)-4-(2,2-dimethylpropanoyl)-5-methyl-piperazine-1-carboxylate